5-(1-cyclopropyl-1H-pyrazol-4-yl)-2-methoxy-4-methylbenzoic acid C1(CC1)N1N=CC(=C1)C=1C(=CC(=C(C(=O)O)C1)OC)C